N[C@@]1(CN(CC1)C1=C(C=NC=C1C1=C2C=NN(C2=CC=C1)C)C(=O)N[C@@H](C)C1CC1)C 4-[(3S)-3-amino-3-methylpyrrolidin-1-yl]-N-[(1S)-1-cyclopropylethyl]-5-(1-methyl-1H-indazol-4-yl)pyridine-3-carboxamide